FC=1C(=C(C=CC1F)[C@H]1[C@@H](O[C@@]([C@H]1C)(C(F)(F)F)C)C(=O)NC1=CC=CC(=N1)C(=O)N)OC |&1:11| 6-[[(2R,3S,4S,SR)-3-(3,4-difluoro-2-methoxy-phenyl)-4,5-dimethyl-5-(trifluoromethyl)tetrahydrofuran-2-carbonyl]amino]pyridine-2-carboxamide